CC(=CCC[Mg]Br)C L-4-methyl-3-n-pentenyl-magnesium bromide